N=1SN=C2C1C=CC(=C2)C2N(CC(CC2)C)C(C(=O)OC)=O Methyl 2-(2-(benzo[c][1,2,5]thiadiazol-5-yl)-5-methylpiperidin-1-yl)-2-oxoacetate